C(CCCCCCCCCCCC=CCCCCCC)(=O)OCCCCCCCCCCCCCCCCCCCCCCCCCCCCC nonacosyl eicos-13-enoate